ClC1=C(C(=CC=C1)C)C1=NC=C(C(=N1)OC)C(=O)N (2-chloro-6-methylphenyl)-4-methoxypyrimidine-5-carboxamide